ethyl 4-methyl-2-(3-(3-methyl-5-(5-methyl-1,2,4-oxadiazol-3-yl)benzamido)propanamido)thiazole-5-carboxylate CC=1N=C(SC1C(=O)OCC)NC(CCNC(C1=CC(=CC(=C1)C1=NOC(=N1)C)C)=O)=O